(1R,5S)-8-oxo-3-azabicyclo[3.2.1]octane-3-carboxylic acid tert-butyl ester C(C)(C)(C)OC(=O)N1C[C@H]2CC[C@@H](C1)C2=O